N=1N(N=CC1)C=1C=CC(=NC1)O[C@H]1C[C@H](N(C1)C(=O)OCC1=CC=CC=C1)COC(F)F benzyl (2S,4S)-4-((5-(2H-1,2,3-triazol-2-yl)pyridin-2-yl) oxy)-2-((difluoromethoxy)methyl)pyrrolidine-1-carboxylate